2-Amino-N-[1-(8-chloro-5-{6-[(methylamino)carbonyl]pyridin-3-yl}imidazo[1,5-a]pyridin-6-yl)ethyl]pyrazolo[1,5-a]pyrimidine-3-carboxamide trifluoroacetate salt FC(C(=O)O)(F)F.NC1=NN2C(N=CC=C2)=C1C(=O)NC(C)C=1C=C(C=2N(C1C=1C=NC(=CC1)C(=O)NC)C=NC2)Cl